1-(8Z,11Z,14Z-eicosatrienoyl)-2-(9Z,12Z-octadecadienoyl)-glycero-3-phosphocholine CCCCC/C=C\C/C=C\CCCCCCCC(=O)O[C@H](COC(=O)CCCCCC/C=C\C/C=C\C/C=C\CCCCC)COP(=O)([O-])OCC[N+](C)(C)C